O1C2=C(C=C1C=1N=C3SC(=NN3C1)OC)C=CC=1OCCC12 6-(7,8-Dihydrobenzo[1,2-b:3,4-b']difuran-2-yl)-2-methoxyimidazo[2,1-b][1,3,4]thiadiazole